C1(CC1)CN1[C@H]2[C@@]3(CCC(C[C@@]3(C=3C(=C(C=CC3C2)C(=O)O)O)CC1)=O)O 17-(cyclopropylmethyl)-3-carboxy-4,14-dihydroxymorphinan-6-one